FC=1C=C(C=CC1)C(C=1N=CNC1)NCC=1C=C(C(=O)O)C=CC1 3-((((3-fluorophenyl)(1H-imidazol-4-yl)methyl)amino)methyl)benzoic acid